(3S)-N-(3-[2-[(3R)-3-hydroxypyrrolidin-1-yl]-6-(morpholin-4-yl)pyridin-4-yl]-4-methylphenyl)-3-(2,2,2-trifluoroethyl)pyrrolidine-1-carboxamide O[C@H]1CN(CC1)C1=NC(=CC(=C1)C=1C=C(C=CC1C)NC(=O)N1C[C@@H](CC1)CC(F)(F)F)N1CCOCC1